3,3'-dimethyl-{1-[4-[2-(3-methyl-4-hydroxyphenyl)-2-propyl]phenyl]ethylene}bisphenol CC=1C(=C(C=CC1)O)C(CC1=C(C=CC=C1C)O)C1=CC=C(C=C1)C(C)(C)C1=CC(=C(C=C1)O)C